5-bromo-1-(cyclopropylmethyl)-4-[(2-iodo-4-methyl-1H-imidazol-1-yl)methyl]-3-methyl-1H-pyrazole BrC1=C(C(=NN1CC1CC1)C)CN1C(=NC(=C1)C)I